(3S,6S)-tert-butyl 3-(tert-butyldimethylsilyloxy)-6-chloro-6-[(2S,6R)-2,9,9-trimethyl-3,5-dioxa-4-boratricyclo[6.1.1.02,6]-decan-4-yl]hexanoate [Si](C)(C)(C(C)(C)C)O[C@H](CC(=O)OC(C)(C)C)CC[C@H](B1O[C@]2(C3C(C(C[C@H]2O1)C3)(C)C)C)Cl